(S)-N-(chroman-4-yl)-2-(piperazin-1-yl)-6,7-dihydrothiazolo[5,4-c]pyridine-5(4H)-carboxamide O1CC[C@@H](C2=CC=CC=C12)NC(=O)N1CC2=C(CC1)N=C(S2)N2CCNCC2